5-(((2-(cyclohexylamino)quinolin-7-yl)oxy)methyl)tetrahydrofuran-3,4-diol C1(CCCCC1)NC1=NC2=CC(=CC=C2C=C1)OCC1C(C(CO1)O)O